Cl.N[C@H]1CN(CCC1)C(=O)C1=CC2=C(N(C(=N2)C=2N(C3=CC=CC=C3C2)CC)C)C(=C1)C(=O)N (R)-5-(3-aminopiperidine-1-carbonyl)-2-(1-ethyl-1H-indol-2-yl)-1-methyl-1H-benzo[d]imidazole-7-carboxamide, hydrochloride salt